2-(4-(1H-pyrazol-1-yl)phenyl)-N-((1r,2r)-1-(3-chloro-4-cyclopropoxyphenyl)-1-hydroxy-3-(pyrrolidin-1-yl)propan-2-yl)-2-oxoacetamide N1(N=CC=C1)C1=CC=C(C=C1)C(C(=O)N[C@@H]([C@H](O)C1=CC(=C(C=C1)OC1CC1)Cl)CN1CCCC1)=O